C1(CC1)C(CNC=1N=CC2=C(N1)NC=C2C2=NC=1N(C=C2)N=CC1C1CC1)(F)F N-(2-cyclopropyl-2,2-difluoroethyl)-5-(3-cyclopropylpyrazolo[1,5-a]pyrimidin-5-yl)-7H-pyrrolo[2,3-d]pyrimidin-2-amine